[N+](=O)([O-])C1=CC=C(C=C1)C=1NC2=C(N1)C=CC(=C2)C(=O)O 2-(4-nitro-phenyl)-3H-benzimidazole-5-carboxylic acid